2-(4-bromo-5-fluoro-2-hydroxy-phenyl)acetic acid ethyl ester C(C)OC(CC1=C(C=C(C(=C1)F)Br)O)=O